NC1=C(C(=CC=C1)F)C=1C(=CC2=C(N(C(N=C2N2[C@H](CN[C@@H](C2)C)C)=O)C=2C(=NC=CC2C)C(C)C)N1)F (M)-7-(2-amino-6-fluorophenyl)-4-((2s,5r)-2,5-dimethylpiperazin-1-yl)-6-fluoro-1-(2-isopropyl-4-methylpyridin-3-yl)pyrido[2,3-d]pyrimidin-2(1H)-one